Methyl 3-(m-tolyl)-3-oxopropanoate C1(=CC(=CC=C1)C(CC(=O)OC)=O)C